[(3S,9aS)-3-[2-(4-Fluorophenyl)thiazol-4-yl]-3-hydroxy-1,4,6,7,9,9a-hexahydropyrazino[2,1-c][1,4]oxazin-8-yl]-(2-chloro-3-methoxyphenyl)methanon FC1=CC=C(C=C1)C=1SC=C(N1)[C@@]1(CN2[C@H](CO1)CN(CC2)C(=O)C2=C(C(=CC=C2)OC)Cl)O